5-chloro-N-[4-(4-nitrophenyl)-1,3-thiazol-2-yl]pyridin-2-amine ClC=1C=CC(=NC1)NC=1SC=C(N1)C1=CC=C(C=C1)[N+](=O)[O-]